O1CCC(CC1)N1N=CC(=C1)C1=NN2C(OCCC2)=C1C(=O)O 2-[1-(Oxan-4-yl)pyrazol-4-yl]-6,7-dihydro-5H-pyrazolo[5,1-b][1,3]oxazine-3-carboxylic acid